bis(2,6-di-t-butylphenyl)-4-phenyl-phenylphosphinate C(C)(C)(C)C1=C(C(=CC=C1)C(C)(C)C)C=1C(=C(C=CC1C1=CC=CC=C1)P([O-])=O)C1=C(C=CC=C1C(C)(C)C)C(C)(C)C